FC1=NC2=CC=CC=C2C=C1C=1C=C2N(N1)CCC21CN(C1)C(=O)OC(C)(C)C tert-butyl 2'-(2-fluoroquinolin-3-yl)-5',6'-dihydrospiro[azetidine-3,4'-pyrrolo[1,2-b]pyrazole]-1-carboxylate